(6-(2-(dimethylamino)ethoxy)indolin-1-yl)methanone CN(CCOC1=CC=C2CCN(C2=C1)C=O)C